4-[(1S,4S,5R)-5-[5-cyclopropyl-3-(2,6-dichlorophenyl)-1,2-oxazol-4-yl]Methoxy-2-azabicyclo[2.2.1]Heptane-2-yl]3-fluorobenzoic acid C1(CC1)C1=C(C(=NO1)C1=C(C=CC=C1Cl)Cl)CO[C@H]1[C@@H]2CN([C@H](C1)C2)C2=C(C=C(C(=O)O)C=C2)F